5-Chloro-pyrazine-2-carboxylic acid ((R)-4-piperidin-3-yl-phenyl)-amide hydrochloride Cl.N1C[C@H](CCC1)C1=CC=C(C=C1)NC(=O)C1=NC=C(N=C1)Cl